3-(1-methyl-4-(4-(trifluoromethoxy)phenyl)-1H-benzo[d]imidazol-6-yl)azetidine-1-carboxylic acid tert-butyl ester C(C)(C)(C)OC(=O)N1CC(C1)C=1C=C(C2=C(N(C=N2)C)C1)C1=CC=C(C=C1)OC(F)(F)F